2-chloro-1-(6-fluoropyridin-2-yl)ethan-1-one ClCC(=O)C1=NC(=CC=C1)F